N-[(1R)-2-[5-(2-fluoro-3-methoxyphenyl)-3-[[2-fluoro-6-(trifluoromethyl)phenyl]methyl]-3,6-dihydro-4-methyl-2,6-dioxo-1(2H)-pyrimidinyl]-1-phenylethyl]carbamic acid tert-butyl ester C(C)(C)(C)OC(N[C@@H](CN1C(N(C(=C(C1=O)C1=C(C(=CC=C1)OC)F)C)CC1=C(C=CC=C1C(F)(F)F)F)=O)C1=CC=CC=C1)=O